N-(3-(5-chloro-2-methoxyphenyl)-1-(2-oxo-2-(tetrahydrofuran-3-ylamino)ethyl)-1H-pyrazol-4-yl)pyrazolo[1,5-a]pyrimidine-3-carboxamide ClC=1C=CC(=C(C1)C1=NN(C=C1NC(=O)C=1C=NN2C1N=CC=C2)CC(NC2COCC2)=O)OC